N-(4-{[3-(6-cyanopyridin-3-yl)-1-{[2-(trimethylsilyl)ethoxy]methyl}-1H-pyrrolo[2,3-b]pyridin-4-yl]oxy}-3,5-difluorophenyl)-N'-[(3-methyloxetan-3-yl)methyl]urea C(#N)C1=CC=C(C=N1)C1=CN(C2=NC=CC(=C21)OC2=C(C=C(C=C2F)NC(=O)NCC2(COC2)C)F)COCC[Si](C)(C)C